CCC(C)(C1=CC=C(C=C1)O)C2=CC=C(C=C2)O 4,4'-dihydroxydiphenyl-2,2-butane